ClC=1C=C2C(=CC1)NC(C21CCN(CC1)CCOC=1C=NC(=NC1)C1CC(C1)(C)O)=O 5-chloro-1'-[2-({2-[(trans)-3-hydroxy-3-methylcyclobutyl]pyrimidin-5-yl}oxy)ethyl]-1,2-dihydrospiro[indole-3,4'-piperidin]-2-one